2-hydroxy-3-(3,4-dimethyl-9H-thioxanthene-2-yloxy)-N,N,N-trimethyl-1-propaneaminium chloride [Cl-].OC(C[N+](C)(C)C)COC1=CC=2CC3=CC=CC=C3SC2C(=C1C)C